N-(5-Chloropyridin-2-yl)-2-(3,3-difluorocyclopentyl)-2-(4-(2-methyl-2H-tetrazol-5-yl)phenyl)acetamide ClC=1C=CC(=NC1)NC(C(C1=CC=C(C=C1)C=1N=NN(N1)C)C1CC(CC1)(F)F)=O